FC=1C(=C2C=CNC2=CC1)C1CCC(CC1)OC(NC)=O [4-(5-fluoro-1H-indol-4-yl)cyclohexyl]-N-methyl-carbamate